hexyl-cyclohexane adipate C(CCCCC(=O)O)(=O)O.C(CCCCC)C1CCCCC1